CC=1C=C(C2=C(N=C(S2)N)C1)C 5,7-dimethyl-benzo[d]thiazol-2-amine